N-(1,3-benzodioxol-5-yl)-3-[4-chloro-5-cyclopropyl-3-(trifluoromethyl)pyrazol-1-yl]-N-methyl-benzamide O1COC2=C1C=CC(=C2)N(C(C2=CC(=CC=C2)N2N=C(C(=C2C2CC2)Cl)C(F)(F)F)=O)C